C(C1=CC=CC=C1)O[C@H]1[C@@H](O[C@@H]([C@H]1OCC1=CC=CC=C1)COCC1=CC=CC=C1)C1=CC=C2C(=NC(=NN21)Cl)NC2CCCC2 7-((2S,3S,4R,5R)-3,4-bis(benzyloxy)-5-((benzyloxy)methyl)tetrahydrofuran-2-yl)-2-chloro-N-cyclopentylpyrrolo[2,1-f][1,2,4]triazin-4-amine